(racemic)-4-(3-chloro-4-(9-(2,3-dimethylbenzyl)-6-(1-methylcyclopropoxy)-9H-purin-8-yl)phenoxy)-2-methylbutanoic acid ClC=1C=C(OCC[C@H](C(=O)O)C)C=CC1C=1N(C2=NC=NC(=C2N1)OC1(CC1)C)CC1=C(C(=CC=C1)C)C |r|